2-(2-chlorobenzamido)butanoic acid ClC1=C(C(=O)NC(C(=O)O)CC)C=CC=C1